5-(((2-hydroxyethyl)amino)methyl)-N-(3'-(3-(4-(((2-hydroxyethyl)amino)methyl)phenyl)-[1,2,4]triazolo[4,3-a]pyridin-7-yl)-2,2'-dimethyl-[1,1'-biphenyl]-3-yl)picolinamide OCCNCC=1C=CC(=NC1)C(=O)NC=1C(=C(C=CC1)C1=C(C(=CC=C1)C1=CC=2N(C=C1)C(=NN2)C2=CC=C(C=C2)CNCCO)C)C